(S,Z)-2-(5-((3-fluoropiperidin-4-ylidene)methyl)pyrazin-2-yl)-5-(1H-imidazol-1-yl)phenol F[C@@H]\1CNCC/C1=C/C=1N=CC(=NC1)C1=C(C=C(C=C1)N1C=NC=C1)O